6,7-difluoro-4-isopropyl-2-(o-tolyl)phthalazin-1(2H)-one FC=1C=C2C(=NN(C(C2=CC1F)=O)C1=C(C=CC=C1)C)C(C)C